N-(2,4-diphenyl-phenyl)-4-tert-butylaniline C1(=CC=CC=C1)C1=C(C=CC(=C1)C1=CC=CC=C1)NC1=CC=C(C=C1)C(C)(C)C